(4-chlorophenyl)-3-pyrazolol ClC1=CC=C(C=C1)C=1C(=NNC1)O